6-[4-fluoro-2-[5-fluoro-2-(methylsulfanyl)phenyl]pyrrolidin-1-yl]-N-[1-[(4-fluoro-3-hydroxyphenyl)methyl]pyrrolidin-3-yl]imidazo[1,2-b]pyridazine-3-carboxamide FC1CC(N(C1)C=1C=CC=2N(N1)C(=CN2)C(=O)NC2CN(CC2)CC2=CC(=C(C=C2)F)O)C2=C(C=CC(=C2)F)SC